[K+].OC(C)(C)C1=CC=CC(=N1)C(=O)[O-] 6-(2-hydroxypropan-2-yl)pyridine-2-carboxylic acid potassium salt